C(C)(C)(C)C1=NC(=NO1)N1[C@@H](CN(CC1)CC1=C(C(=C(C=C1)F)C=1C(=NC(=NC1C)C1(CC1)C(F)(F)F)C1CC1)C)C 5-(tert-butyl)-3-((2R)-4-(3-(4-cyclopropyl-6-methyl-2-(1-(trifluoromethyl)cyclopropyl)pyrimidin-5-yl)-4-fluoro-2-methylbenzyl)-2-methylpiperazin-1-yl)-1,2,4-oxadiazole